C(CCCC)CCCCCCCCCCCCC pentyl-tridecane